COC1=C(C(=O)NC2=CC(=C(C=C2)N2CCNCC2)C)C=CC(=C1)C=1CCNCC1 2-methoxy-N-(3-methyl-4-(piperazin-1-yl)phenyl)-4-(1,2,3,6-tetrahydropyridin-4-yl)benzamide